6,7-dihydro-5H-cyclopenta[c]pyridin-5-one C1=NC=CC2=C1CCC2=O